(2S,4R)-1-((S)-2-(tert-butyl)-19-(4,5-diphenyloxazol-2-yl)-4,17-dioxo-7,10,13-trioxa-3,16-diazanonadecanoyl)-4-hydroxy-N-(4-(4-methylthiazol-5-yl)benzyl)pyrrolidine-2-carboxamide C(C)(C)(C)[C@@H](C(=O)N1[C@@H](C[C@H](C1)O)C(=O)NCC1=CC=C(C=C1)C1=C(N=CS1)C)NC(CCOCCOCCOCCNC(CCC=1OC(=C(N1)C1=CC=CC=C1)C1=CC=CC=C1)=O)=O